methylenebis(1-(4-(2-hydroxyphenyl)thiazol-2-yl)-3-methylpyrazol-5-ol) C(C=1C(=NN(C1O)C=1SC=C(N1)C1=C(C=CC=C1)O)C)C=1C(=NN(C1O)C=1SC=C(N1)C1=C(C=CC=C1)O)C